6-(3-(1-(2-((tert-butyldimethylsilyl)oxy)ethyl)piperidin-3-yl)azetidin-1-yl)-1-(1-(2,4-dichlorophenyl)ethyl)-3-iodo-1H-pyrazolo[3,4-b]pyrazine [Si](C)(C)(C(C)(C)C)OCCN1CC(CCC1)C1CN(C1)C1=CN=C2C(=N1)N(N=C2I)C(C)C2=C(C=C(C=C2)Cl)Cl